FC1=C(C(=C(C(=C1F)F)F)F)OB(O)O 2,3,4,5,6-pentafluorophenylboric acid